C(CCC(=O)[O-])(=S)[O-].[Na+].[Na+] sodium thiobutanedioate